CP(=O)(C)CCCO 3-(dimethylphosphoryl)propan-1-ol